O=C1NC(CCC1N1CC2=CC=C(C=C2C1=O)OC(N(C12CC(C1)(C2)F)C)=O)=O (2-(2,6-dioxopiperidin-3-yl)-3-oxoisoindolin-5-yl)methyl(3-fluorobicyclo[1.1.1]pentan-1-yl)carbamate